C(C1=CC=CC=C1)(C1=CC=CC=C1)N1C[C@H](N(CC1)CC=1C=C2CN(C(C2=C(C1)F)=O)C1C(NC(CC1)=O)=O)C 3-(5-(((R)-4-benzhydryl-2-methylpiperazin-1-yl)methyl)-7-fluoro-1-oxoisoindolin-2-yl)piperidine-2,6-dione